ClC1=C(C(=CC=2C3=C(C(N(C12)C)=O)CN([C@H]3C)C(CO)=O)OC)Cl (S)-6,7-dichloro-2-(2-hydroxyacetyl)-8-methoxy-1,5-dimethyl-1,2,3,5-tetrahydro-4H-pyrrolo[3,4-c]quinolin-4-one